[Li].OC(C)CO 2,3-dihydroxypropane lithium